C(C)(C)(C)C1=CC(=C(C=C1Cl)O)C1CCC(CC1)(F)F 4-tert-butyl-5-chloro-2-(4,4-difluorocyclohexyl)phenol